N-methoxy-carbamate CONC([O-])=O